2,4,8,10-tetra-oxaspiro[5.5]undecane-3,9-diethanol C1OC(OCC12COC(OC2)CCO)CCO